2-(7-(tert-butyl)-9-(pyridin-2-yl)-5,6-dihydrobenzo[h]quinolin-2-yl)phenol C(C)(C)(C)C1=CC(=CC2=C1CCC=1C=CC(=NC21)C2=C(C=CC=C2)O)C2=NC=CC=C2